C(CC)[Al](Cl)Cl n-propylaluminium dichloride